3-(2-(2-(2-azidoethoxy)ethoxy)ethoxy)-N-ethylpropanamide N(=[N+]=[N-])CCOCCOCCOCCC(=O)NCC